1,3-CYCLOHEXANE-BIS(METHYLAMINE) C1(CC(CCC1)CN)CN